3-(7-methoxy-1H-indazol-4-yl)-2-(2,6-diethylphenyl)-4,5,6,7-tetrahydro-2H-pyrazolo[4,3-c]Pyridine hydrochloride Cl.COC=1C=CC(=C2C=NNC12)C=1N(N=C2C1CNCC2)C2=C(C=CC=C2CC)CC